FC=1C=C(C(N)=S)C=CC1 3-fluorobenzothioamide